O=C1NC(CCC1C1=CC=C(C=C1)C1CCN(CC1)CC(=O)N1CC(C1)C=1N=C2N(C=C(C(=C2)OC(C)C)NC(=O)C2=NC(=CC=C2)C(F)(F)F)C1)=O N-[2-[1-[2-[4-[4-(2,6-dioxo-3-piperidyl)phenyl]-1-piperidyl]acetyl]azetidin-3-yl]-7-isopropoxy-imidazo[1,2-a]pyridin-6-yl]-6-(trifluoromethyl)pyridine-2-carboxamide